FC1=C(CNC(=O)C=2C(C(=C3N(N4[C@@H](C5=C([C@@H](N(C3=O)C4)C)NC=N5)C)C2)O)=O)C=CC(=C1)F (4R,5S,13S)-N-(2,4-difluorobenzyl)-10-hydroxy-4,13-dimethyl-9,11-dioxo-4,9,11,13-tetrahydro-1H-5,12-methanoimidazo[4,5-g]pyrido[1,2-b][1,2,5]triazonine-8-carboxamide